C(=C/S)\S 1,2-ethylenedithiol